5-(5-(cyclopropylmethyl)-1-methyl-1H-pyrazol-4-yl)thiazol-2-amine C1(CC1)CC1=C(C=NN1C)C1=CN=C(S1)N